(3R,4S)-benzyl 3-(2-((tert-butoxycarbonyl) (5-tosyl-5H-pyrrolo[2,3-b]pyrazin-2-yl) amino) acetyl)-4-ethylpyrrolidine-1-carboxylate C(C)(C)(C)OC(=O)N(CC(=O)[C@H]1CN(C[C@H]1CC)C(=O)OCC1=CC=CC=C1)C=1N=C2C(=NC1)N(C=C2)S(=O)(=O)C2=CC=C(C)C=C2